BrC1=CC=2N=CNC(C2S1)=O 6-bromo-3H-thieno[3,2-d]pyrimidin-4-one